5-(4-methoxyphenyl)-pyrido[2,3-d]pyrimidine-4,7(3H,8H)-dione COC1=CC=C(C=C1)C1=CC(NC=2N=CNC(C21)=O)=O